CC(C(=O)NC=1C=C(C(=O)NC2CCC(CC2)NC2=CC(=NC3=CC=C(C=C23)Cl)C(F)(F)F)C=CC1)(C)C 3-(2,2-dimethylpropanamido)-N-[(1s,4s)-4-{[6-chloro-2-(trifluoromethyl)quinolin-4-yl]amino}cyclohexyl]benzamide